CCCCN(CCCC)C(=O)CBr 2-bromo-N,N-dibutyl-acetamide